Tert-butyl 6-(6-(6-methoxy-5-((2,4,6-trifluorophenyl)sulfonamido)pyridin-3-yl)quinazolin-4-yl)-2,6-diazaspiro[3.4]octane-2-carboxylate COC1=C(C=C(C=N1)C=1C=C2C(=NC=NC2=CC1)N1CC2(CN(C2)C(=O)OC(C)(C)C)CC1)NS(=O)(=O)C1=C(C=C(C=C1F)F)F